7-bromo-4-(9,9-dimethylacridin-10(9H)-yl)benzo[c][1,2,5]thiadiazole BrC1=CC=C(C=2C1=NSN2)N2C=1C=CC=CC1C(C1=CC=CC=C21)(C)C